COC1=C(CN(S(=O)(=O)C2=CC(=C(C=C2F)NC[C@H](CC(C2(CC2)C)NC(OC(C)(C)C)=O)[C@@H](C)NC(OC(C)(C)C)=O)F)C2=NC=NS2)C=CC(=C1)OC di-tert-butyl ((3S,4R)-3-(((4-(N-(2,4-dimethoxybenzyl)-N-(1,2,4-thiadiazol-5-yl)sulfamoyl)-2,5-difluorophenyl)amino)methyl)-1-(1-methylcyclopropyl)pentane-1,4-diyl)dicarbamate